C(CC)C=1NC(=NN1)N 5-propyl-4H-1,2,4-triazol-3-amine